4-(Chlorophenyl)-5-(2,4-difluorophenyl)-1H-1,2,4-triazol-3-ol ClC1=C(C=CC=C1)N1C(=NNC1C1=C(C=C(C=C1)F)F)O